3-chloro-1-((2-(trimethylsilyl)ethoxy)methyl)-1,4,5,6-tetrahydropyrazolo[4,3-d]pyrido[4,3-f][1,3]diazepine ClC1=NN(C2=C1NCNC1=C2C=CN=C1)COCC[Si](C)(C)C